C(C1=CC=CC=C1)OC1CN(C1)C1=C(N=CS1)C(=O)O 5-[3-(benzyloxy)azetidin-1-yl]-1,3-thiazole-4-carboxylic acid